benzyl-methyl-sulfonic acid C(C1=CC=CC=C1)CS(=O)(=O)O